4,6-diphenyl-2-(4-bromophenyl)triazine C1(=CC=CC=C1)C1=NN(NC(=C1)C1=CC=CC=C1)C1=CC=C(C=C1)Br